5-((3-((S)-sec-butyl)-6-(1-((1S,3R)-3-((R)-3-fluoropiperidin-1-yl)cyclobutyl)-2-oxospiro[indoline-3,4'-piperidin]-6-yl)-3H-imidazo[4,5-c]pyridin-4-yl)amino)-N,2-dimethylbenzamide [C@H](C)(CC)N1C=NC2=C1C(=NC(=C2)C2=CC=C1C(=C2)N(C(C12CCNCC2)=O)C2CC(C2)N2C[C@@H](CCC2)F)NC=2C=CC(=C(C(=O)NC)C2)C